S1CC=NC=C1 2H-1,4-thiazine